ethoxydimethyl(cyclohexylmethyl)silane C(C)O[Si](CC1CCCCC1)(C)C